Cis-2-(3a,6a-dimethyl-1-oxohexahydropyrrolo[3,4-c]pyrrol-2(1H)-yl)acetamide C[C@@]12[C@@](CNC1)(C(N(C2)CC(=O)N)=O)C